FC(C=1C=NC(=NC1)C#CC1CC(C1)C(=O)O)(F)F 3-[2-[5-(trifluoromethyl)pyrimidin-2-yl]ethynyl]cyclobutanecarboxylic acid